ClC=1C=C2C(=NC(N3C2=C(C1C1=C(C=C(C(=C1)Cl)F)F)SC[C@H](C3)OC)=O)N3[C@H](CN(CC3)C(=O)OC(C)(C)C)C tert-butyl (3S)-4-((3S)-10-chloro-11-(5-chloro-2,4-difluorophenyl)-3-methoxy-6-oxo-3,4-dihydro-2H,6H-[1,4]thiazepino[2,3,4-ij]quinazolin-8-yl)-3-methylpiperazine-1-carboxylate